2-(2-(hydroxymethyl)naphthalen-1-yl)benzaldehyde OCC1=C(C2=CC=CC=C2C=C1)C1=C(C=O)C=CC=C1